5-(8-((1S,2S)-2-(1'-(2-cyclopropyl-2,2-difluoroethyl)-2'-oxospiro[cyclopropane-1,3'-indolin]-6'-yl)cyclopropyl)imidazo[1,2-b]pyridazin-6-yl)pyrimidine-2,4(1H,3H)-dione C1(CC1)C(CN1C(C2(C3=CC=C(C=C13)[C@@H]1[C@H](C1)C=1C=3N(N=C(C1)C=1C(NC(NC1)=O)=O)C=CN3)CC2)=O)(F)F